CC=1C(=NC=CC1)C=1C(=NC(=CC1)C)C(=O)N1[C@@H]2[C@@H](C[C@H](C1)C2)OC2=NC=C(C=C2)C(F)(F)F (3,6'-dimethyl-[2,3'-bipyridine]-2'-yl)((1S,4R,6R)-6-((5-(trifluoromethyl)pyridin-2-yl)oxy)-2-azabicyclo[2.2.1]hept-2-yl)methanone